2-(5-chloro-2-oxo-2,3-dihydro-1H-indol-1-yl)-N-methoxy-N-methylacetamide ClC=1C=C2CC(N(C2=CC1)CC(=O)N(C)OC)=O